12,12-dimethyl-10-phenyl-10,12-dihydroindeno[2,1-b]carbazole CC1(C2=C(C=C3N=C4C=CC=CC4=C13)C=C1C=CC(C=C12)C1=CC=CC=C1)C